tert-butyl (2-(azidomethyl)imidazo[1,2-b]pyridazin-8-yl)carbamate N(=[N+]=[N-])CC=1N=C2N(N=CC=C2NC(OC(C)(C)C)=O)C1